di-stearyl-di-methyl-Ammonium C(CCCCCCCCCCCCCCCCC)[N+](C)(C)CCCCCCCCCCCCCCCCCC